3-chloro-N,2-dimethyl-6-nitroaniline ClC=1C(=C(NC)C(=CC1)[N+](=O)[O-])C